2-(6-amino-5-(4-(3-(piperazin-1-ylmethyl)phenyl)-4,7-diazaspiro[2.5]octan-7-yl)pyridazin-3-yl)phenol NC1=C(C=C(N=N1)C1=C(C=CC=C1)O)N1CCN(C2(CC2)C1)C1=CC(=CC=C1)CN1CCNCC1